tert-butyl (5-acetyl-4-((2-methoxy-3-(1-methyl-1H-1,2,4-triazol-3-yl)phenyl)amino)pyridin-2-yl)carbamate C(C)(=O)C=1C(=CC(=NC1)NC(OC(C)(C)C)=O)NC1=C(C(=CC=C1)C1=NN(C=N1)C)OC